tert-butyl (2S,4R)-4-(2,3-dichloro-6-methoxyphenyl)-2-[(2,2-dimethyl-4,6-dioxo-1,3-dioxan-5-yl)methyl]pyrrolidine-1-carboxylate ClC1=C(C(=CC=C1Cl)OC)[C@H]1C[C@H](N(C1)C(=O)OC(C)(C)C)CC1C(OC(OC1=O)(C)C)=O